S-allylthio-L-cysteine C(C=C)SSC[C@H](N)C(=O)O